C(C)OC(CCC(CC1C(NCC1)=O)NC(C(CC(C(C(C)C)NC(=O)C1=NOC(=C1)C)=O)CC1=CC=C(C=C1)F)=O)=O 4-{2-(4-fluoro-benzyl)-6-methyl-5-[(5-methyl-isoxazole-3-carbonyl)-amino]-4-oxo-heptanoylamino}-5-(2-oxopyrrolidin-3-yl)-pentanoic acid ethyl ester